NC(CN(C1=NC(=C2N=C(N(C2=N1)C1=CC=C(C=C1)Cl)C1=C(C=CC=C1)Cl)N1CCC(CC1)(C(=O)N)C)C)=O 1-[2-[(2-amino-2-oxo-ethyl)-methyl-amino]-8-(2-chlorophenyl)-9-(4-chlorophenyl)purin-6-yl]-4-methyl-piperidine-4-carboxamide